3-[6-chloro-3-[[ethyl(methyl)sulfamoyl]amino]-2-fluoro-benzoyl]-5-(2-piperazin-1-ylpyrimidin-5-yl)-1H-pyrrolo[2,3-b]pyridine ClC1=CC=C(C(=C1C(=O)C1=CNC2=NC=C(C=C21)C=2C=NC(=NC2)N2CCNCC2)F)NS(N(C)CC)(=O)=O